2-(4-(tert-butyl)-5-chloro-2-methylphenyl)-4-oxo-1,4-dihydro-1,6-naphthyridine-5-carbonitrile C(C)(C)(C)C1=CC(=C(C=C1Cl)C=1NC=2C=CN=C(C2C(C1)=O)C#N)C